CCCCCCCCCCCCCOC[C@H](COP(=O)([O-])OCC[N+](C)(C)C)OCCCCCCCCCCCCC 1,2-di-O-tridecyl-sn-glycero-3-phosphocholine